N-[3-([[4-(3-fluorophenyl)cyclohex-3-en-1-yl]oxy]methyl)-1-(pyridin-2-yl)piperidin-4-yl]methanesulfonamide FC=1C=C(C=CC1)C1=CCC(CC1)OCC1CN(CCC1NS(=O)(=O)C)C1=NC=CC=C1